1-(4-methoxybenzyl)-5-methyl-4-nitro-1H-pyrazol-3-amine COC1=CC=C(CN2N=C(C(=C2C)[N+](=O)[O-])N)C=C1